C(C)N(C(C1=C(C=CC(=C1)F)C)=O)CC N,N-diethyl-5-fluoro-2-methylbenzamide